Benzyl 4-(dimethoxymethyl)piperidine-1-carboxylate COC(C1CCN(CC1)C(=O)OCC1=CC=CC=C1)OC